N-(triacontanoyl)-sphinganine C(CCCCCCCCCCCCCCCCCCCCCCCCCCCCC)(=O)N[C@@H](CO)[C@H](O)CCCCCCCCCCCCCCC